N-(1-methyl-3-(((3s,4r)-4-methyltetrahydrofuran-3-yl)oxy)-1H-pyrazol-4-yl)carboxamide CN1N=C(C(=C1)NC=O)O[C@@H]1COC[C@H]1C